(5-(5-(2,3-dimethylphenyl)-6-methoxy-1H-pyrazolo[4,3-b]pyridin-3-yl)pyridin-2-yl)piperidin-4-ol methyl-3,4,5-tris(methoxy-d3)benzoate CC1=C(C(=O)OC2CCN(CC2)C2=NC=C(C=C2)C2=NNC=3C2=NC(=C(C3)OC)C3=C(C(=CC=C3)C)C)C=C(C(=C1OC([2H])([2H])[2H])OC([2H])([2H])[2H])OC([2H])([2H])[2H]